CN1N=NC(=C1NC(O[C@H](C(F)F)C1=CC(=CC=C1)Cl)=O)C1=NC(=C(C=C1)NS(=O)(=O)C)C (S)-1-(3-chloro-phenyl)-2,2-difluoroethyl (1-methyl-4-(6-methyl-5-(methyl-sulfonamido)pyridin-2-yl)-1H-1,2,3-triazol-5-yl)carbamate